Tert-Butyl 8-(2-fluoro-4-methoxycarbonyl-5-morpholin-4-ylphenyl)-2,4-dihydro-1,3-benzothiazine-3-carboxylate FC1=C(C=C(C(=C1)C(=O)OC)N1CCOCC1)C1=CC=CC=2CN(CSC21)C(=O)OC(C)(C)C